P(=O)([O-])([O-])O.[Zr+4].P(=O)([O-])([O-])O zirconium hydrophosphate